C(C)(C)(C)OC(=O)N1CC2(CC2C(NC=2N=CC3=C(N=C(C=C3C2)Cl)Cl)=O)CC1 (±)-trans-1-(6,8-dichloro-2,7-naphthyridin-3-ylcarbamoyl)-5-azaspiro[2.4]Heptane-5-carboxylic acid tert-butyl ester